C(CCCCCCCCCCCC)C1=C(C(C(=O)O)=CC(=C1C(=O)O)C(=O)O)C(=O)O.CONC(C1=CC(=CC=C1)OC(C)C)=O N-methoxy-3-(isopropoxy)benzamide (tridecyl)pyromellitate